2-(3-bromo-1H-1,2,4-triazol-1-yl)-5-(trifluoromethyl)pyridine gallium [Ga].BrC1=NN(C=N1)C1=NC=C(C=C1)C(F)(F)F